CC1=NC(=CC(=N1)NC1=NN2C(C=C(C=C2)B2OC(C(O2)(C)C)C)=C1)C N-(2,6-dimethylpyrimidin-4-yl)-5-(4,4,5-trimethyl-1,3,2-dioxaborolan-2-yl)pyrazolo[1,5-a]pyridin-2-amine